(3-((tert-butyldimethylsilyl)oxy)propoxy)-5-methyl-4-nitro-1-(tetrahydro-2H-pyran-4-yl)-1H-pyrazole [Si](C)(C)(C(C)(C)C)OCCCOC1=NN(C(=C1[N+](=O)[O-])C)C1CCOCC1